COC1=NC=CC(=C1)C1=NSC(=C1)[C@H](C)NC(=O)C1=CC(=NN1C)C(F)(F)F (S)-N-(1-(3-(2-methoxypyridin-4-yl)isothiazol-5-yl)ethyl)-1-methyl-3-(trifluoromethyl)-1H-pyrazole-5-carboxamide